O[C@H](CN1C[C@@H]2[C@](C1)(C[C@H](C2)OC2=CC=CC=C2)O)C=2C=C1CC(C(NC1=CC2)=O)(C)C 6-((S)-1-hydroxy-2-((3aS,5S,6aR)-3a-hydroxy-5-phenoxyhexahydrocyclopenta[c]pyrrol-2(1H)-yl)ethyl)-3,3-dimethyl-3,4-dihydroquinolin-2(1H)-one